FC=1C=C2C(=NC1)NC=C2N2N=C(C=CC2=O)N[C@H](CC(=O)O)C(C)(C)C (R)-3-((1-(5-fluoro-1H-pyrrolo[2,3-b]pyridin-3-yl)-6-oxo-1,6-dihydropyridazin-3-yl)amino)-4,4-dimethylpentanoic acid